6'-(((1S,3S)-3-((6-Cyclopropyl-1,2,4-triazin-3-yl)amino)cyclopentyl)amino)-3-fluoro-[2,3'-bipyridine]-6-carbonitrile C1(CC1)C1=CN=C(N=N1)N[C@@H]1C[C@H](CC1)NC1=CC=C(C=N1)C1=NC(=CC=C1F)C#N